CC(C=C)(CCCC(C)C)O 3,7-Dimethyl-1-octen-3-ol